(3-(tert-butyl)-4-fluorobenzoyl)thiophene-3-carboxylic acid C(C)(C)(C)C=1C=C(C(=O)C=2SC=CC2C(=O)O)C=CC1F